C(C1=CC=CC=C1)(=O)O.C(C1=CC=CC=C1)(=O)ON=C(CC1=CC(=CC=2C3=CC=CC=C3N(C12)CC)C(CCCC(C=O)=NO)CC)CC1CCCCC1 6-(2-(benzoyloxyimino)-3-cyclohexylpropyl-9-ethylcarbazol-3-yl)octane-1,2-dione-2-oxime benzoate